BrC=1C=C(C=CC1)N1C(N(CCC1)CC(OC)OC)=O 1-(3-bromophenyl)-3-(2,2-dimethoxyethyl)-1,3-diazinan-2-one